CC1=C(C(=O)O)C=CC=C1.C(C1=CC=CC=C1)(=O)OC Methyl benzoate (Methylbenzoate)